7-Methoxy-1-methylisoquinoline COC1=CC=C2C=CN=C(C2=C1)C